tert-butyl 4-(2-cyano-3-ethyl-5-(2-methylprop-1-en-1-yl)phenyl)piperazine-1-carboxylate C(#N)C1=C(C=C(C=C1CC)C=C(C)C)N1CCN(CC1)C(=O)OC(C)(C)C